C(#N)C=1C=C(C=CC1)N1N=C(N=C1)C(=O)NC[C@@H]1CN(CC1)C#N (R)-1-(3-cyanophenyl)-N-((1-cyanopyrrolidin-3-yl)methyl)-1H-1,2,4-triazole-3-carboxamide